1-tetracontene C=CCCCCCCCCCCCCCCCCCCCCCCCCCCCCCCCCCCCCCC